(3R,4R)-1-cyclohexyl-4-{[5-(2,4-difluoro-phenyl)-isoxazole-3-carbonyl]-amino}-piperidine-3-carboxylic acid amide C1(CCCCC1)N1C[C@H]([C@@H](CC1)NC(=O)C1=NOC(=C1)C1=C(C=C(C=C1)F)F)C(=O)N